FC(C1=CC=C2CCCN(C2=C1)C=1N=C(N2C1C=NC=C2)C2COCC2)F 7-(difluoromethyl)-1-[3-(oxolan-3-yl)imidazo[1,5-a]pyrazin-1-yl]-3,4-dihydro-2H-quinoline